C(=O)(O)C1=CC=C(C=C1)C1SCC(N1C1=C(C=C(C(=O)O)C=C1)C)=O 4-[2-(4-carboxyphenyl)-4-oxo-thiazolidin-3-yl]-3-methyl-benzoic acid